C(C)OC(=O)N1CC2(C1)CC(CC2)N2CCN(CC2)C2=NC=CC=C2C=2C=NC=C(C2)OC(F)F 6-{4-[5'-(difluoromethoxy)-3,3'-bipyridin-2-yl]piperazin-1-yl}-2-azaspiro[3.4]octane-2-carboxylic acid ethyl ester